1-BENZOTHIEN-7-YLBORONIC ACID S1C=CC2=C1C(=CC=C2)B(O)O